6-((3,3-difluoro-4-(hydroxymethyl)piperidin-1-yl)methyl)-2-(3-(3-((4-methyl-4H-1,2,4-triazol-3-yl)methyl)oxetan-3-yl)phenyl)-4-(trifluoromethyl)isoindolin-1-one FC1(CN(CCC1CO)CC1=CC(=C2CN(C(C2=C1)=O)C1=CC(=CC=C1)C1(COC1)CC1=NN=CN1C)C(F)(F)F)F